C(C)N1CC(N(CC1)C=1C=CC(=NC1)NC1=NC=C(C(=N1)C1=CC=2C(N(CC3(CCCC3)C2S1)C)=O)F)=O 2-[2-[[5-(4-Ethyl-2-oxopiperazin-1-yl)pyridin-2-yl]amino]-5-fluoropyrimidin-4-yl]-5-methylspiro[6H-thieno[3,2-c]pyridine-7,1'-cyclopentane]-4-one